ClC1=C(C=CC=C1C1=C(C(=NC=C1)C=1C=C2C(=NC1)C(=CN2C)C=O)Cl)C2=CC=C(C(=N2)OC)CN(C(OC(C)(C)C)=O)C[C@H]2NC(CC2)=O tert-Butyl (S)-((6-(2-chloro-3-(3-chloro-2-(3-formyl-1-methyl-1H-pyrrolo[3,2-b]pyridin-6-yl)pyridin-4-yl)phenyl)-2-methoxypyridin-3-yl)methyl)((5-oxopyrrolidin-2-yl)methyl)carbamate